Ethylenediaminetetraacetic acid mono-calcium disodium salt [Na+].[Na+].[Ca+2].C(CN(CC(=O)[O-])CC(=O)[O-])N(CC(=O)[O-])CC(=O)[O-]